2-(2-isopropylphenyl)-9-(4-(1-methyl-3-(trifluoromethyl)-1H-1,2,4-triazol-5-yl)benzyl)-7,9-dihydro-8H-purin-8-one C(C)(C)C1=C(C=CC=C1)C1=NC=C2NC(N(C2=N1)CC1=CC=C(C=C1)C1=NC(=NN1C)C(F)(F)F)=O